1,5-anhydro-3-(6-bromo-4-oxo-8,9-dihydro-2H-furo[2,3-h][1,3]benzoxazin-3(4H)-yl)-2-O-[tert-butyl(dimethyl)silyl]-3,4-dideoxy-L-threo-pentitol BrC=1C2=C(C3=C(C(N(CO3)[C@@H]3[C@H](COCC3)O[Si](C)(C)C(C)(C)C)=O)C1)CCO2